(4-aminophenyl)(thiazol-5-yl)methanol NC1=CC=C(C=C1)C(O)C1=CN=CS1